o-pentanyl-benzoic acid C(CCCC)C1=C(C(=O)O)C=CC=C1